diphenylphenacylsulfonium C1(=CC=CC=C1)[S+](CC(=O)C1=CC=CC=C1)C1=CC=CC=C1